ClC1=C(C=C(C=C1)NC(=O)[C@@H]1C([C@H]1C1=CC(=CC(=C1)Cl)Cl)(Cl)Cl)NC(C1=CC(=CC(=C1)C)C)=O |r| trans-rac-N-(2-Chloro-5-(2,2-dichloro-3-(3,5-dichlorophenyl)cyclopropane-1-carboxamido)phenyl)-3,5-dimethylbenzamide